FC(S(=O)(=O)NC=1N(N=C(N1)C1=CC=C(C=C1)C=O)C1=CC=C(C=C1)OC(F)(F)F)F 1,1-Difluoro-N-[5-(4-formylphenyl)-2-[4-(trifluoromethoxy)phenyl]-1,2,4-triazol-3-yl]methanesulfonamid